(S)-4-((methylsulfonyl)oxy)-3-((2-nitro-4-sulfamoylphenyl)amino)butanoic acid methyl ester COC(C[C@@H](COS(=O)(=O)C)NC1=C(C=C(C=C1)S(N)(=O)=O)[N+](=O)[O-])=O